C1CC2(N3CCCC13CO)CC2 (tetrahydrospiro[cyclopropane-1,3'-pyrrolizin]-7a'(5'H)-yl)methanol